Cl.COC1=CC=C(CN(C2CNCC2C)C)C=C1 N-(4-methoxybenzyl)-N,4-dimethylpyrrolidin-3-amine hydrochloride